5-phenylpyrazol C1(=CC=CC=C1)C1=CC=NN1